2-[1H-benzimidazol-2-yl-(5-fluoro-2-hydroxy-phenyl)-methyl]-6-[1-(1-methyl-4-piperidyl)pyrazol-4-yl]isoindolin-1-one N1C(=NC2=C1C=CC=C2)C(N2C(C1=CC(=CC=C1C2)C=2C=NN(C2)C2CCN(CC2)C)=O)C2=C(C=CC(=C2)F)O